1,1,3,5,7,9,9,9-octamethyl-1,3,5,7-tetraphenyl-pentasiloxane C[Si](O[Si](O[Si](O[Si](O[Si](C)(C)C)(C1=CC=CC=C1)C)(C1=CC=CC=C1)C)(C1=CC=CC=C1)C)(C1=CC=CC=C1)C